(1-(prop-2-yn-1-yl)cyclohexyl)methanol C(C#C)C1(CCCCC1)CO